C(C)N(C=1SC(=C(N1)C1=CC=C(C=C1)F)C#N)C1=C(N=C2N1C=C(C=N2)N2CCNCC2)CC 2-(ethyl(2-ethyl-6-(piperazin-1-yl)imidazo[1,2-a]pyrimidin-3-yl)amino)-4-(4-fluorophenyl)thiazole-5-carbonitrile